C(C)(C)(C)OC(=O)N1CC(C1)C1=CC=C(C=C1)N1C[C@H]2CC[C@@H](C1)O2 3-[4-[(1R,5S)-8-oxa-3-azabicyclo[3.2.1]oct-3-yl]phenyl]azetidine-1-carboxylic acid tert-butyl ester